(l)-3-[2-(2-chloro-4-butoxybenzoyl)-1,2,3,4-tetrahydroisoquinolin-5-yl]-3-(7-methoxy-1-methyl-1H-benzo[d][1,2,3]triazol-5-yl)propionic acid ethyl ester C(C)OC(CC(C1=CC2=C(N(N=N2)C)C(=C1)OC)C1=C2CCN(CC2=CC=C1)C(C1=C(C=C(C=C1)OCCCC)Cl)=O)=O